N[C@H](C(=O)N)CCN L-2,4-diamino-N-butyramide